n-tetracosyl ethyl ether C(C)OCCCCCCCCCCCCCCCCCCCCCCCC